N1(CCCCC1)CCCN 3-(1-piperidyl)propan-1-amine